O1[C@H](COCC1)CN1N=C2C3=C(C=CC2=C1)OC(=C3C(F)(F)F)C(=O)NCC3=CN=CS3 2-{[(2S)-1,4-dioxan-2-yl]methyl}-N-[(1,3-thiazol-5-yl)methyl]-8-(trifluoromethyl)-2H-furo[2,3-g]indazole-7-carboxamide